F[C@H]1[C@@H]2CCC[C@H](C[C@H]1OC1=CC=C(N=N1)C1=C(C=C(C=C1)C#CC)O)N2 2-(6-(((1s,2s,3r,5r)-2-fluoro-9-azabicyclo[3.3.1]non-3-yl)oxy)pyridazin-3-yl)-5-(prop-1-yn-1-yl)phenol